((2R,3R,4S)-3-(Benzoyloxy)-5-bromo-4-fluorotetrahydrofuran-2-yl)methyl benzoate C(C1=CC=CC=C1)(=O)OC[C@H]1OC([C@H]([C@@H]1OC(C1=CC=CC=C1)=O)F)Br